NC1=NN(C(=C1)C1=CC(=C(C#N)C=C1)F)C1=CC=C(C=C1)C=1C=NN(C1)S(=O)(=O)C 4-(3-amino-1-(4-(1-(methylsulfonyl)-1H-pyrazol-4-yl)phenyl)-1H-pyrazol-5-yl)-2-fluorobenzonitrile